C(#N)C1=CC(=C(COC2=CC=C3CCN(CC3=C2)C(=O)O)C=C1)F 7-((4-cyano-2-fluorobenzyl)oxy)-3,4-dihydroisoquinoline-2(1H)-carboxylic acid